5-nitro-1-(pyridin-4-yl)-1H-indazole [N+](=O)([O-])C=1C=C2C=NN(C2=CC1)C1=CC=NC=C1